IC1=CC(=C(C=C1)Cl)CC1=CC=C(C=C1)OCCOC1CC1 4-iodo-1-chloro-2-(4-(2-cyclopropoxyethoxy)benzyl)benzene